(2R)-2-[6-(5-chloro-2-{[trans-3-hydroxycyclobutyl]amino}pyrimidin-4-yl)-1-oxo-2,3-dihydro-1H-isoindol-2-yl]-N-[(1S)-1-(3-fluoro-5-methoxyphenyl)-2-hydroxyethyl]propanamide ClC=1C(=NC(=NC1)N[C@@H]1C[C@H](C1)O)C1=CC=C2CN(C(C2=C1)=O)[C@@H](C(=O)N[C@H](CO)C1=CC(=CC(=C1)OC)F)C